1-benzyl-N,N-diethyl-3-methylpyrrolidin-3-amine C(C1=CC=CC=C1)N1CC(CC1)(N(CC)CC)C